1-(3-(3-((1,1-dioxido-2,3-dihydrobenzo[d]isothiazol-5-yl)amino)-1H-pyrazol-5-yl)cyclopentyl)-3-isopropylurea O=S1(NCC2=C1C=CC(=C2)NC2=NNC(=C2)C2CC(CC2)NC(=O)NC(C)C)=O